N[C@H]1C2N(CC1CC2)C(=O)C2=CC1=C(C(=C(O1)C=1N(C3=CC(=CC=C3C1)N1C(CNCC1)=O)CC1CC1)C)C=C2 1-(2-(6-((7R)-7-Amino-2-azabicyclo[2.2.1]heptane-2-carbonyl)-3-methylbenzofuran-2-yl)-1-(cyclopropylmethyl)-1H-indol-6-yl)piperazin-2-one